methyl 4-azaspiro[2.5]octane-7-carboxylate C1CC12NCCC(C2)C(=O)OC